N[C@@H]1C(N(CCC1)CCNC(C1=C(C=C(C=C1)NC=1C=2N(C=CN1)C(=CN2)C2=C(C(=C(C=C2)OC)F)F)CC)=O)=O N-[2-[(3S)-3-amino-2-oxopiperidin-1-yl]ethyl]-4-[[3-(2,3-difluoro-4-methoxyphenyl)imidazo[1,2-a]pyrazin-8-yl]amino]-2-ethylbenzamide